C(C)(=O)O[C@@H]1C[C@]2(C(C)(C)O)O[C@@H]3[C@H]([C@@]1(C)O2)[C@]2(CC[C@@H]1[C@]4(CC[C@@H](CC4=CC[C@H]1[C@@H]2C3)O)C)C (3S,16S,20R,22R,24S)-16,24:20,24-diepoxycholest-5-ene-3,22,25-triol 22-acetate